4-(ethylsulfonyl)-3-methylpiperazin C(C)S(=O)(=O)N1C(CNCC1)C